FC1=C(C(=CC=C1)C)C1CCC(CC1)C1=CC=2C(=NC(=CN2)C)N(C1=O)CC1=NC=CC=C1OC 7-((1r,4r)-4-(2-fluoro-6-methylphenyl)cyclohexyl)-5-((3-methoxypyridin-2-yl)methyl)-3-methylpyrido[2,3-b]pyrazin-6(5H)-one